2-amino-5-chlorobenzophenone-13C6 NC1=C(C(=O)[13C]2=[13CH][13CH]=[13CH][13CH]=[13CH]2)C=C(C=C1)Cl